(1RS,6RS)-4,6-dimethyl-3-cyclohexene-1-carbaldehyde CC1=CC[C@H]([C@@H](C1)C)C=O |r|